(+)-glutamic acid monosodium salt Monohydrate O.[Na+].N[C@@H](CCC(=O)O)C(=O)[O-]